1-(8-chloro-2,3-dihydro-2,5-methanobenzo[f][1,4]oxazepin-4(5H)-yl)ethan-1-one ClC1=CC2=C(C3N(CC(O2)C3)C(C)=O)C=C1